1,3-difluoro-2-vinylbenzene FC1=C(C(=CC=C1)F)C=C